N-[[4-[[(1R)-3-(dimethylamino)-1-[(phenylthio)methyl]propyl]amino]-3-nitrophenyl]sulfonyl]-benzamide CN(CC[C@H](CSC1=CC=CC=C1)NC1=C(C=C(C=C1)S(=O)(=O)NC(C1=CC=CC=C1)=O)[N+](=O)[O-])C